(R,E)-2-cyano-3-(5-(cyclohex-1-en-1-yl)-1H-pyrrolo[2,3-b]pyridin-3-yl)-N-(1-(3,4-dimethoxyphenyl)ethyl)acrylamide C(#N)/C(/C(=O)N[C@H](C)C1=CC(=C(C=C1)OC)OC)=C\C1=CNC2=NC=C(C=C21)C2=CCCCC2